3-cyclohexyl-1H-isochromen-1-one C1(CCCCC1)C=1OC(C2=CC=CC=C2C1)=O